N1=NC=CC2=CC(=CC=C12)C1=CNC=2N=C(N=C(C21)OC)NC2CCC(CC2)NC(C)=O N-((1r,4r)-4-((5-(cinnolin-6-yl)-4-methoxy-7H-pyrrolo[2,3-d]pyrimidin-2-yl)amino)cyclohexyl)acetamide